FC(C=1C=NN(C1)CC1CCN(CC1)C(=O)N1C[C@@H]2[C@@H](OCC(N2)=O)CC1)(F)F (4aR,8aS)-6-[4-[[4-(trifluoromethyl)pyrazol-1-yl]methyl]piperidine-1-carbonyl]-4,4a,5,7,8,8a-hexahydropyrido[4,3-b][1,4]oxazin-3-one